C1(=CC=CC=C1)C#CC1=CC=C2C=C3C=C4C=CC=CC4=CC3=CC2=C1C#CC1=CC=CC=C1 9,10-bis(phenylethynyl)naphthacene